13-nonadecaenoic acid C(CCCCCCCCCCCC=CCCCCC)(=O)O